(3R)-3-(3-ethoxy-4-methoxy-phenyl)-3-(5-fluoro-1,3-dioxo-isoindolin-2-yl)propanenitrile C(C)OC=1C=C(C=CC1OC)[C@@H](CC#N)N1C(C2=CC=C(C=C2C1=O)F)=O